3-(m-tolyloxy)cyclobutan-1-amine C1(=CC(=CC=C1)OC1CC(C1)N)C